O=C1NC(CCC1N1C(C2=CC=CC(=C2C1=O)NCCOC(C(=O)O)C)=O)=O 2-(2-((2-(2,6-dioxopiperidin-3-yl)-1,3-dioxoisoindolin-4-yl)amino)ethoxy)propanoic acid